BrC1=C(C(=CC(=C1)[N+](=O)[O-])F)CC(=O)C1CCN(CC1)C(=O)OC(C)(C)C tert-Butyl 4-[2-(2-bromo-6-fluoro-4-nitro-phenyl)acetyl]piperidine-1-carboxylate